[3-(1-methanesulfonylcyclopropyl)-1,2,4-thiadiazole-5-carbonyl]lithium CS(=O)(=O)C1(CC1)C1=NSC(=N1)C(=O)[Li]